NC1=NC=2C=CC=CC2C2=C1NC(N2CC2=C(C=CC=C2)CN2CCCC2)=O 4-amino-1-(2-(pyrrolidin-1-ylmethyl)benzyl)-1H-imidazo[4,5-c]quinolin-2(3H)-one